5-((6-(2-(ethoxymethoxy)-6-methyl-4-(trifluoromethyl)phenyl)-2H-pyrazolo[3,4-b]pyrazin-2-yl)methyl)oxazolidin-2-one C(C)OCOC1=C(C(=CC(=C1)C(F)(F)F)C)C=1C=NC=2C(N1)=NN(C2)CC2CNC(O2)=O